BrC1=CC=2C(=NC=CC2Cl)N1S(=O)(=O)C1=CC=CC=C1 2-bromo-4-chloro-1-(phenylsulfonyl)-1H-pyrrolo[2,3-b]pyridine